C(CC(C)O)O 1,3-BUTYLENGLYCOL